heptanal diethylacetal C(C)OC(CCCCCC)OCC